2-((3-(4-chlorophenyl)-1,2,4-oxadiazol-5-yl)methyl)acrylic acid ClC1=CC=C(C=C1)C1=NOC(=N1)CC(C(=O)O)=C